2-benzyl-morpholinobutyrophenone C(C1=CC=CC=C1)C1OCCN(C1)C(C(=O)C1=CC=CC=C1)CC